FN1C2=C(CCCC1=O)C=CC(=C2)C(=O)NC2=NC(=CC=C2)C2=NN=CN2C(C)C fluoro-N-(6-(4-isopropyl-4H-1,2,4-triazol-3-yl)pyridin-2-yl)-2-oxo-2,3,4,5-tetrahydro-1H-benzo[b]azepine-8-carboxamide